N1C(=CC=2N1C=CNC2)C(=O)N 5H-pyrazolo[1,5-a]pyrazine-2-carboxamide